N-(8-fluoro-2-methylimidazo[1,2-a]pyridin-6-yl)-2-methoxy-5-(3-(methylamino)pyrrolidin-1-yl)quinazoline-8-carboxamide FC=1C=2N(C=C(C1)NC(=O)C=1C=CC(=C3C=NC(=NC13)OC)N1CC(CC1)NC)C=C(N2)C